C(=O)O.C(=O)O.FC1=C2C=CC(=CC2=CC=C1F)O 5,6-difluoronaphthalen-2-ol diformate